COC(C1=C(C(C(=O)O)=C(C(=C1I)N)I)I)=O 5-amino-2,4,6-triiodo-isophthalic acid monomethyl ester